NC=1C(=NNC1)C(F)F 4-amino-3-(difluoromethyl)-1H-pyrazol